ClC=1C(=NC(=NC1)NC1=C(C=C(C(=C1)[N+](=O)[O-])F)OC)C1=CN(C2=CC=CC=C12)C 5-chloro-N-(4-fluoro-2-methoxy-5-nitrophenyl)-4-(1-methyl-1H-indol-3-yl)pyrimidin-2-amine